CO[Si](OC)(OC)CCCNCCC(=O)OCCC[Si](OC)(OC)C (trimethoxysilylpropyl)-(methyldimethoxysilylpropoxycarbonylethyl)amine